1-((5-fluoro-2-methylpyridin-4-yl)methyl)-3,4-dimethyl-2-oxo-N-(2,4,6-trifluorobenzyl)-1,2,3,4-tetrahydroquinazoline-7-carboxamide FC=1C(=CC(=NC1)C)CN1C(N(C(C2=CC=C(C=C12)C(=O)NCC1=C(C=C(C=C1F)F)F)C)C)=O